(Z)-2,4,6-trichloro-5-((2-(2,6-difluorophenyl)hydrazono)methyl)pyrimidine ClC1=NC(=C(C(=N1)Cl)\C=N/NC1=C(C=CC=C1F)F)Cl